((4-(1-(2-(methylsulfonyl)ethyl)-1H-pyrazol-4-yl)-1-(4-(trifluoromethoxy)phenyl)-1H-pyrazolo[3,4-b]pyridin-3-yl)methyl)carbamic acid tert-butyl ester C(C)(C)(C)OC(NCC1=NN(C2=NC=CC(=C21)C=2C=NN(C2)CCS(=O)(=O)C)C2=CC=C(C=C2)OC(F)(F)F)=O